NC1=C(C(=C(C=C1)C1=C(C=2N=CN=C(C2N1C1=CC(=C(C=C1)OC1=NC=CC(=N1)C)F)N)C)C)F 6-(4-amino-3-fluoro-2-methylphenyl)-5-(3-fluoro-4-((4-methylpyrimidin-2-yl)oxy)phenyl)-7-methyl-5H-pyrrolo[3,2-d]pyrimidin-4-amine